N-(2S)-Methylbutanoyl-2-methylbutylamine CC(C(=O)NC[C@H](CC)C)CC